5-(aminomethyl)-N-(5-((4-(4-cyano-6-methylpyrimidin-2-yl)piperazin-1-yl)sulfonyl)pyridin-2-yl)-2-(N-methylmethylsulfonamido)benzamide NCC=1C=CC(=C(C(=O)NC2=NC=C(C=C2)S(=O)(=O)N2CCN(CC2)C2=NC(=CC(=N2)C#N)C)C1)N(S(=O)(=O)C)C